6-((4-bromo-2-fluorophenyl)amino)-3-chloro-7-fluoro-N-(2-hydroxyethoxy)benzofuran-5-carboxamide BrC1=CC(=C(C=C1)NC1=C(C2=C(C(=CO2)Cl)C=C1C(=O)NOCCO)F)F